(4-chlorophenyl)(4-phenyl-1,4-dihydro-quinolin-3-yl)methanone ClC1=CC=C(C=C1)C(=O)C1=CNC2=CC=CC=C2C1C1=CC=CC=C1